2-(2H-benzotriazol-2-yl)-6-phthalimido-ethyl-4-methylphenol N=1N(N=C2C1C=CC=C2)CCC2=C(C(=CC(=C2)C)N2C(C=1C(C2=O)=CC=CC1)=O)O